butadiene itaconate C(C(=C)CC(=O)O)(=O)O.C=CC=C